OC1=C(C=C(C=C1CCP(OCC)(OCC)=O)CO)CCP(OCC)(OCC)=O tetraethyl ((2-hydroxy-5-(hydroxymethyl)-1,3-phenylene)bis(ethane-2,1-diyl))bis(phosphonate)